(3S,4S)-8-(8-Bromo-7-methyl-[1,2,4]triazolo[4,3-c]pyrimidin-5-yl)-3-methyl-2-oxa-8-azaspiro[4.5]decan-4-amine BrC=1C=2N(C(=NC1C)N1CCC3([C@@H]([C@@H](OC3)C)N)CC1)C=NN2